[Si]1(OC2=C(C)C=CC(=C2)O1)([O-])[O-] tolylene silicate